C(C)(C)(C)[C@]1(N(C[C@@H](N(C1)C1=NC(=NC2=C(C(=C(C=C12)Cl)C1=C(C=CC=C1OC)F)F)NS(=O)(=O)C)C)C(=O)OC=1C(=CC=CC1)O)C benzenediol tert-butyl-(2R,5S)-4-(6-chloro-8-fluoro-7-(2-fluoro-6-methoxyphenyl)-2-(methylsulfonamido)quinazolin-4-yl)-2,5-dimethylpiperazine-1-carboxylate